(1S,5S)-N-(2-hydroxyethyl)-9,9-dimethyl-6-phenyl-3,6-diazabicyclo[3.2.2]nonane-3-carboxamide OCCNC(=O)N1C[C@@H]2CN([C@H](C1)C(C2)(C)C)C2=CC=CC=C2